(3-Acryloxypropyl)methyldiethoxysilane C(C=C)(=O)OCCC[Si](OCC)(OCC)C